(2S)-2-(9H-fluoren-9-yl-methoxycarbonyl-amino)-4-phenyl-butanoic acid C1=CC=CC=2C3=CC=CC=C3C(C12)N([C@H](C(=O)O)CCC1=CC=CC=C1)C(=O)OC